CC=1C(=CC2=C(NC(=N2)NC(OCC)=O)C1)C1=NNC(C2=CC=CC=C12)=O Ethyl (6-methyl-5-(4-oxo-3,4-dihydrophthalazin-1-yl)-1H-benzimidazol-2-yl)carbamate